4-(1-(4-(3,6-dihydro-pyran-4-yl)-1-(4-(trifluoromethyl)benzyl)-1h-1,2,3-triazole-5-carboxamido)ethyl)benzoic acid O1CCC(=CC1)C=1N=NN(C1C(=O)NC(C)C1=CC=C(C(=O)O)C=C1)CC1=CC=C(C=C1)C(F)(F)F